6-bromo-2-(bromomethyl)-4-(trifluoromethyl)benzofuran BrC1=CC2=C(C=C(O2)CBr)C(=C1)C(F)(F)F